1-((1r,2r)-6,7-difluoro-2-hydroxy-4,4-dimethyl-1,2,3,4-tetrahydronaphthalen-1-yl)-3-(6-methyl-2-phenylpyridin-3-yl)urea FC=1C=C2C(C[C@H]([C@@H](C2=CC1F)NC(=O)NC=1C(=NC(=CC1)C)C1=CC=CC=C1)O)(C)C